4-{4-[1-(4-Chlorophenyl)-1H-pyrazol-3-yl]piperidin-1-yl}-1-methyl-2-oxo-1,2-dihydroquinoline-3-carbonitrile ClC1=CC=C(C=C1)N1N=C(C=C1)C1CCN(CC1)C1=C(C(N(C2=CC=CC=C12)C)=O)C#N